tert-butyl 7-(6-bromo-4-nitropyridin-2-yl)-4,7-diazaspiro[2.5]octane-4-carboxylate BrC1=CC(=CC(=N1)N1CCN(C2(CC2)C1)C(=O)OC(C)(C)C)[N+](=O)[O-]